C(CCCCCCCCC(=O)OC1=CC=CC=C1)(=O)OC1=CC=CC=C1 diphenyl sebacate